FC1=C(C=C(C=C1)NC(=O)C=1C(=C(N(C1C)C)C(C(=O)N[C@H](CO)C(=O)OCC)=O)C)C ethyl (2-(4-((4-fluoro-3-methylphenyl)carbamoyl)-1,3,5-trimethyl-1H-pyrrol-2-yl)-2-oxoacetyl)-D-serinate